CC(C[C@@H](C(N1[C@H](CC2(OCC(CO2)CN2CCCC2)CC1)C)=O)N1C([C@@H](NCC1)CC(C)C)=O)C (3S)-1-[(2S)-4-methyl-1-oxo-1-[(3r,6r,8S)-8-methyl-3-(pyrrolidin-1-ylmethyl)-1,5-dioxa-9-azaspiro[5.5]undec-an-9-yl]pentan-2-yl]-3-(2-methylpropyl)piperazin-2-one